2-chloro-N-(((4ar,6r,7r,8ar)-7-methoxy-2,2-dimethyl-8-(4-(3,4,5-trifluorophenyl)-1H-1,2,3-triazol-1-yl)hexahydropyrano[3,2-d][1,3]dioxin-6-yl)methyl)acetamide ClCC(=O)NC[C@@H]1[C@@H](C([C@H]2OC(OC[C@H]2O1)(C)C)N1N=NC(=C1)C1=CC(=C(C(=C1)F)F)F)OC